tert-butyl 4-{4-[(4-{1-[(tert-butoxy)carbonyl]-1,2,3,6-tetrahydro pyridin-4-yl}-3-methoxyphenyl)carbamoyl]-2,6-difluorophenyl}-1,2,3,6-tetrahydropyridine-1-carboxylate C(C)(C)(C)OC(=O)N1CCC(=CC1)C1=C(C=C(C=C1)NC(=O)C1=CC(=C(C(=C1)F)C=1CCN(CC1)C(=O)OC(C)(C)C)F)OC